C(C1=CC=CC=C1)N1CCC2(CC1)C(C1=CC=C(C=C1C2)C)=O benzyl-5-methylspiro[indene-2,4'-piperidine]-1(3H)-one